NCC(CN)SC1=NN=C(S1)S[C@@H]1B(OC2=C(C1)C=CC(=C2C(=O)O)OC)O (3R)-3-[[5-[2-amino-1-(aminomethyl)ethyl]sulfanyl-1,3,4-thiadiazol-2-yl]sulfanyl]-2-hydroxy-7-methoxy-3,4-dihydro-1,2-benzoxaborinine-8-carboxylic acid